alpha-chlorosorbic acid Cl/C(/C(=O)O)=C\C=C\C